tert-butyl 4-(4-(2,6-bis(benzyloxy)pyridin-3-yl)-1H-pyrazol-1-yl)piperidine-1-carboxylate C(C1=CC=CC=C1)OC1=NC(=CC=C1C=1C=NN(C1)C1CCN(CC1)C(=O)OC(C)(C)C)OCC1=CC=CC=C1